(2R,3R,4S,5R,6R)-2-(hydroxymethyl)-5-methoxy-6-((5-(1-methylcyclopentyl)isoxazol-3-yl)methyl)-4-(4-(3,4,5-trifluorophenyl)-1H-1,2,3-triazol-1-yl)tetrahydro-2H-pyran-3-ol OC[C@H]1O[C@@H]([C@@H]([C@H]([C@H]1O)N1N=NC(=C1)C1=CC(=C(C(=C1)F)F)F)OC)CC1=NOC(=C1)C1(CCCC1)C